1-butyl-3,4-dipropyl-imidazolemethanol (methyl acetate) CCC(=O)OCC1N(C=C(N1CCC)CCC)CCCC